(S)-N6-(1-(2,3-dichlorophenyl)piperidin-4-yl)-4,5,6,7-tetrahydrobenzo[d]thiazole-2,6-diAmine ClC1=C(C=CC=C1Cl)N1CCC(CC1)N[C@@H]1CC2=C(N=C(S2)N)CC1